CC=1N=CNC1Br 4-Methyl-5-bromoimidazole